N-[7-[2-[(1R,5S)-3-methyl-3-azabicyclo[3.1.0]hexan-1-yl]ethynyl]-4-(4-phenoxyanilino)quinazolin-6-yl]prop-2-enamide CN1C[C@@]2(C[C@@H]2C1)C#CC1=C(C=C2C(=NC=NC2=C1)NC1=CC=C(C=C1)OC1=CC=CC=C1)NC(C=C)=O